N-(3-Aminophenyl)sulfonyl-6-tert-butyl-2-(N,2-dimethylanilino)pyridin-3-carboxamid NC=1C=C(C=CC1)S(=O)(=O)NC(=O)C=1C(=NC(=CC1)C(C)(C)C)N(C1=C(C=CC=C1)C)C